CC1(OCCN1)CC 2-methyl-2-ethyl-oxazolidine